ClC1([C@H]([C@@H]1C1=CC(=CC(=C1)Cl)Cl)C=O)Cl trans-2,2-dichloro-3-(3,5-dichlorophenyl)cyclopropane-1-carbaldehyde